NC1=NC=NN2C1=C(C=C2C=2C=NC(=C(C(=O)N[C@@H]1CN(C[C@@H]1F)C(=O)C1CC(CC1)(F)F)C2)OC([2H])([2H])[2H])CN2CC(C2)(F)F 5-{4-amino-5-[(3,3-difluoroazetidin-1-yl)methyl]pyrrolo[2,1-f][1,2,4]triazin-7-yl}-N-[(3R,4S)-1-(3,3-difluorocyclopentanecarbonyl)-4-fluoropyrrolidin-3-yl]-2-(methoxy-d3)nicotinamide